C1(=CC=CC=C1)[B-](C1=CC=CC=C1)(C1=CC=CC=C1)C1=CC=CC=C1.CC(C)C1=CC=C(C=C1)[I+]C1=CC=C(C=C1)C(C)C bis[4-(1-methylethyl)phenyl]-iodonium tetraphenylborate